C(C=C)N(C(C)=O)CC1=CC=C(C=C1)C1=NOC(=N1)C(F)(F)F N-allyl-N-[[4-[5-(trifluoromethyl)-1,2,4-oxadiazol-3-yl]phenyl]methyl]-acetamide